1-(3,5-dichlorophenyl)-N-[(2-isopropyloxypyridin-4-yl)methyl]-3-methyl-5-oxopyrrolidine-3-carboxamide ClC=1C=C(C=C(C1)Cl)N1CC(CC1=O)(C(=O)NCC1=CC(=NC=C1)OC(C)C)C